[Pd].[Pt].[Ni].[Co].[Fe] iron cobalt nickel platinum palladium